((3,5-difluorophenyl)sulfonyl)-3-(2-(pyridin-2-yl)vinyl)-1H-pyrazolo[3,4-c]pyridine FC=1C=C(C=C(C1)F)S(=O)(=O)N1N=C(C=2C1=CN=CC2)C=CC2=NC=CC=C2